C(C)(C)OC1=C(C=CC=C1)[C@H]1NCCNC1 (2R)-2-(2-isopropoxyphenyl)piperazine